ClC1=C2C(=NC=C1C=1C=C(C=CC1)N1C(CN(CC1)CC1CC(C1)N1CCNCC1)=O)NC=C2C2CC2 1-(3-(4-chloro-3-cyclopropyl-1H-pyrrolo[2,3-b]pyridin-5-yl)phenyl)-4-((3-(piperazin-1-yl)cyclobutyl)methyl)piperazin-2-one